NC1=CC(=C2C(=N1)C=C(S2)C2=CC=NN2)NCCN2C(CCC2)=O 1-(2-((5-amino-2-(1H-pyrazol-5-yl)thieno[3,2-b]pyridin-7-yl)amino)ethyl)pyrrolidin-2-one